[Hf].CC=1C(C=C(C1)C)C=1NC2=CC=CC=C2C1.CC=1C(C=C(C1)C)C=1NC2=CC=CC=C2C1 bis(2,4-dimethylcyclopentadienylindole) hafnium